BrC=1C=2C=C3N(C2C(=C(C1)Cl)Cl)CC[C@H]3NC(C)=O (R)-N-(8-Bromo-5,6-dichloro-2,3-dihydro-1H-pyrrolo[1,2-a]indol-1-yl)acetamide